C[C@H]1C2=CC=CC(C3=NNC=4C=CC(OCCCNC(O1)=O)=CC34)=C2 (7S)-7-methyl-8,14-dioxa-10,19,20-triazatetracyclo[13.5.2.12,6.018,21]tricosa-1(20),2(23),3,5,15(22),16,18(21)-heptaen-9-one